3-(5-fluoropyridin-2-yl)-3-methoxy-5,5-dimethyl-6-oxocyclohex-1-ene-1-carbonitrile FC=1C=CC(=NC1)C1(C=C(C(C(C1)(C)C)=O)C#N)OC